N-(1-benzyl-4-(2,4-difluorophenyl)piperidin-4-yl)-4-(trifluoromethoxy)benzenesulfonamide C(C1=CC=CC=C1)N1CCC(CC1)(C1=C(C=C(C=C1)F)F)NS(=O)(=O)C1=CC=C(C=C1)OC(F)(F)F